OC=1C=C(C=C(C1O)O)[C@H]1OC=2C(C[C@H]1O)=C(C=C(C2)O)O (2R,3R)-2-(3,4,5-trihydroxyphenyl)-3,4-dihydro-1(2H)-benzopyran-3,5,7-triol